OC1=C(C=C(C(=C1)OC)OC)C(C=CC1=CC=CC=C1)=O 1-(2-hydroxy-4,5-dimethoxyphenyl)-3-phenylprop-2-en-1-one